ClC1=NC=C(C(=N1)C=1C=C(C2=C(N(C(=N2)C2CC(C2)F)C(C)C)C1)F)Cl 6-(2,5-dichloropyrimidin-4-yl)-4-fluoro-2-((1r,3r)-3-fluorocyclobutyl)-1-isopropyl-1H-benzo[d]imidazole